COS(=O)(=O)C1=CC=C(C=C1)CCC1CC1 2-Cyclopropylethyl-4-benzenesulphonic acid methyl ester